N-(8-(methylamino)-5-(5-(1-methylpiperidin-4-yl)benzo[d]oxazol-2-yl)-2,7-naphthyridin-3-yl)cyclopropanecarboxamide CNC=1N=CC(=C2C=C(N=CC12)NC(=O)C1CC1)C=1OC2=C(N1)C=C(C=C2)C2CCN(CC2)C